C(C1CO1)OCCCCOP(OC)OC (3-glycidoxypropyl)trimethoxyphosphane